(R)-N-(4-(3-(1-acryloylpiperidine-2-carboxamido)pyridin-4-yl)-2-methylbenzyl)-5-(tert-butyl)1,2,4-oxadiazole-3-carboxamide C(C=C)(=O)N1[C@H](CCCC1)C(=O)NC=1C=NC=CC1C1=CC(=C(CNC(=O)C2=NOC(=N2)C(C)(C)C)C=C1)C